2-(4-(2-bromo-4-fluorobenzoyl)phenoxy)-N-(pyridin-3-yl)acetamide BrC1=C(C(=O)C2=CC=C(OCC(=O)NC=3C=NC=CC3)C=C2)C=CC(=C1)F